7-((3-Octylundecyl)Oxy)-7-Oxoheptanoic Acid C(CCCCCCC)C(CCOC(CCCCCC(=O)O)=O)CCCCCCCC